(5-bromo-2-(difluoromethoxy)phenyl)(methyl)sulfane BrC=1C=CC(=C(C1)SC)OC(F)F